N-(4-methoxy-2-(trifluoromethoxy)benzyl)piperidine-4-carboxamide hydrochloride Cl.COC1=CC(=C(CNC(=O)C2CCNCC2)C=C1)OC(F)(F)F